C1(C=CC(N1)=S)=S Dithiomaleimide